C(C)C1(CS(C2=C(C(N1)C1=CC=CC=C1)C=C(C(=C2)O)OC)(=O)=O)CC 3,3-Diethyl-2,3,4,5-tetrahydro-7-methoxy-5-phenyl-1,4-benzothiazepin-8-ol 1,1-dioxide